FC(C1=CN=CC(=N1)C(=O)N)(F)F 6-(trifluoromethyl)pyrazine-2-Formamide